6-chloro-2-fluoropyridine-3-sulfonyl chloride ClC1=CC=C(C(=N1)F)S(=O)(=O)Cl